4-(5-Methylfuran-2-yl)-2-(methylthio)pyrazolo[1,5-a][1,3,5]triazine CC1=CC=C(O1)C1=NC(=NC=2N1N=CC2)SC